CC(C[C@@H](C(=O)O)N1N=C(C=C(C1=O)C)CCN1CC2(CC2)C1)C (S)-4-methyl-2-(5-methyl-3-(2-(5-azaspiro[2.3]hexane-5-yl)ethyl)-6-oxopyridazin-1(6H)-yl)pentanoic acid